1,4-Bis[4-(11-acryloyloxyundecyloxy)benzoyloxy]-2-methylbenzene C(C=C)(=O)OCCCCCCCCCCCOC1=CC=C(C(=O)OC2=C(C=C(C=C2)OC(C2=CC=C(C=C2)OCCCCCCCCCCCOC(C=C)=O)=O)C)C=C1